N=1C(C=C2C1C=CC=C2)=O benzoAzolone